1-Acetyl-2-oxoindoline-6-carboxylic acid methyl ester COC(=O)C1=CC=C2CC(N(C2=C1)C(C)=O)=O